3-[5-[[1-[5-chloro-4-[[3-(3-hydroxy-3-methyl-butyl)-1-methyl-2-oxo-benzimidazol-5-yl]amino]pyrimidin-2-yl]-4-piperidyl]amino]benzotriazol-1-yl]piperidine-2,6-dione ClC=1C(=NC(=NC1)N1CCC(CC1)NC1=CC2=C(N(N=N2)C2C(NC(CC2)=O)=O)C=C1)NC1=CC2=C(N(C(N2CCC(C)(C)O)=O)C)C=C1